COC1=C(CNC=2C3=C(N=CN2)N(C(=C3C=3NC2=CC=C(C=C2C3)OC)CNC(OC(C)(C)C)=O)C(C)C)C=CC(=C1)OC tert-butyl ((4-((2,4-dimethoxybenzyl)amino)-7-isopropyl-5-(5-methoxy-1H-indol-2-yl)-7H-pyrrolo[2,3-d]pyrimidin-6-yl)methyl)carbamate